C(#N)C1=CC=C(C=C1)NC=1N=C(C2=C(N1)CCN(C2)S(=O)(=O)C)OC2=C(C=C(C#N)C=C2C)C 4-((2-((4-cyanophenyl)amino)-6-(methylsulfonyl)-5,6,7,8-tetrahydropyrido[4,3-d]pyrimidine-4-yl)oxy)-3,5-dimethylbenzonitrile